mono(2-aminoethyl) ether NCCOCCN